4-(((1-(pyridin-4-yl)-1H-pyrazol-3-yl)methyl)sulfonyl)benzoate N1=CC=C(C=C1)N1N=C(C=C1)CS(=O)(=O)C1=CC=C(C(=O)[O-])C=C1